6-(4,4,5,5-Tetramethyl-1,3,2-dioxaborolan-2-yl)-1H-pyrrolo[2,3-b]pyridine CC1(OB(OC1(C)C)C1=CC=C2C(=N1)NC=C2)C